5-(azetidin-3-ylmethyl)-3-(4-(3-phenylpropoxy)phenyl)-1,2,4-oxadiazole trifluoroacetate FC(C(=O)O)(F)F.N1CC(C1)CC1=NC(=NO1)C1=CC=C(C=C1)OCCCC1=CC=CC=C1